ClC1=CC=C(C=C1)C1(CC1)N(C1CNC1)C N-[1-(4-chlorophenyl)cyclopropyl]-N-methyl-3-azetidineamine